OCCCCCCC=1N=C(N(C1)C1=CC=CC=C1)C1=C(C(=O)N)C=CC=C1C=1C=NNC1 (4-(6-hydroxyhexyl)-1-phenyl-1H-imidazol-2-yl)-3-(1H-pyrazol-4-yl)benzamide